C(C)(=O)C=1C(=C(C(=NC1)N1C([C@@H]2C[C@@H]2C1)=O)Cl)C (1R,5S)-3-(5-acetyl-3-chloro-4-methylpyridin-2-yl)-3-azabicyclo[3.1.0]hexan-2-one